4-carboxyl-2,2,6,6-tetramethylpiperidine C(=O)(O)C1CC(NC(C1)(C)C)(C)C